(3R)-3-(4-chlorophenyl)-2-[(5-chloropyrimidin-2-yl)methyl]-4-fluoro-6-[2-hydroxy-1-(4-methylpiperazin-1-yl)butan-2-yl]-3-[(3S)-tetrahydrofuran-3-oxy]-2,3-dihydro-1H-isoindol-1-one ClC1=CC=C(C=C1)[C@@]1(N(C(C2=CC(=CC(=C12)F)C(CN1CCN(CC1)C)(CC)O)=O)CC1=NC=C(C=N1)Cl)O[C@@H]1COCC1